ClC1=C(C(=NC=C1)C(C)NC(C1=CC(=CC(=C1)C(F)(F)F)C(F)(F)F)=O)N1N=CC(=C1)SC N-[1-[4-chloro-3-(4-methylsulfanylpyrazol-1-yl)-2-pyridyl]ethyl]-3,5-bis(trifluoromethyl)benzamide